NC1=NC=CC2=CC(=CC=C12)CNC(=O)C=1SC(=C(C1)C)C=O N-[(1-amino-6-isoquinolinyl)methyl]-5-formyl-4-methyl-thiophene-2-carboxamide